ClC1=CN=C(C(=N1)NC(=S)N[C@H]1CNCCC1)O (R)-1-(6-chloro-3-hydroxypyrazin-2-yl)-3-(piperidin-3-yl)thiourea